2-chloro-N-(2-fluorophenyl)-N-methylacetamide CN(C1=CC=CC=C1F)C(=O)CCl